2,2-bis(3'-isopropyl-4'-hydroxyphenyl)propane tert-butyl-((1r,4r)-4-((2,2,2-trifluoroethyl)amino)cyclohexyl)carbamate C(C)(C)(C)N(C(O)=O)C1CCC(CC1)NCC(F)(F)F.C(C)(C)C=1C=C(C=CC1O)C(C)(C)C1=CC(=C(C=C1)O)C(C)C